CC1=C(C=C(OC[C@H]2N(CC2)C(=O)OC(C)(C)C)C=C1)C(NC1(CC1)C1=C2C=CC=NC2=CC(=C1)B1OC(C(O1)(C)C)(C)C)=O tert-butyl (2s)-2-[[4-methyl-3-[[1-[7-(4,4,5,5-tetramethyl-1,3,2-dioxaborolan-2-yl)-5-quinolyl]cyclopropyl]carbamoyl]phenoxy]methyl]azetidine-1-carboxylate